ethyl 1-(carbamoylamino)-3-fluoropyrrole-2-carboxylate C(N)(=O)NN1C(=C(C=C1)F)C(=O)OCC